5-(1-(3-(bis(2-methoxyethyl)amino)bicyclo[1.1.1]pentan-1-yl)-2-cyclopropyl-1H-imidazol-4-yl)-3-(trifluoromethoxy)pyridin-2-amine COCCN(C12CC(C1)(C2)N2C(=NC(=C2)C=2C=C(C(=NC2)N)OC(F)(F)F)C2CC2)CCOC